C(C)(=O)NNC(CN1N=CC2=NC=C(C=C21)C2=CC(=C(C=C2)F)C(F)F)=O N'-Acetyl-2-[6-[3-(difluoromethyl)-4-fluoro-phenyl]pyrazolo[4,3-b]pyridin-1-yl]acetohydrazide